1-methyl-3-n-octylimidazolium bromide [Br-].CN1C=[N+](C=C1)CCCCCCCC